2-hydroxy-3,5-dimethyl-2-cyclopenten-1-one OC=1C(C(CC1C)C)=O